(3S,4R)-4-((7-(1-ethylcyclobutyl)-5-fluoro-6-(trifluoromethyl)pyrrolo[2,1-f][1,2,4]triazin-2-yl)amino)tetrahydro-2H-pyran-3-ol C(C)C1(CCC1)C1=C(C(=C2C=NC(=NN21)N[C@H]2[C@@H](COCC2)O)F)C(F)(F)F